(R)-N-(2-Methoxy-5-((4-(trifluoromethyl)cyclohexyl)oxy)phenyl)-3-methyl-2-oxooxazolidine-4-carboxamide COC1=C(C=C(C=C1)OC1CCC(CC1)C(F)(F)F)NC(=O)[C@@H]1N(C(OC1)=O)C